1-boc-hydroxypiperidine C(=O)(OC(C)(C)C)N1C(CCCC1)O